(3S,4R)-4-[4-[4-[2-(5-Fluoro-2-pyridyl)-2-hydroxy-ethoxy]-3-(trifluoromethyl)pyrazolo[1,5-a]pyridine-6-yl]-5-methyl-triazol-1-yl]piperidin-3-ol FC=1C=CC(=NC1)C(COC=1C=2N(C=C(C1)C=1N=NN(C1C)[C@H]1[C@H](CNCC1)O)N=CC2C(F)(F)F)O